(1-cyclohexyl-1H-pyrazol-4-yl)-3-(5-(2,6-dichlorophenyl)-1,3,4-oxadiazol-2-yl)pyridin-2-amine C1(CCCCC1)N1N=CC(=C1)C1=C(C(=NC=C1)N)C=1OC(=NN1)C1=C(C=CC=C1Cl)Cl